5-bromo-3-(phenoxycarbonylamino)thiophene-2-carboxylic acid methyl ester COC(=O)C=1SC(=CC1NC(=O)OC1=CC=CC=C1)Br